BrC=1C=CC(=C(CC2(CC3(CN(C3)C(=O)OC(C)(C)C)C2)O)C1)F tert-butyl 6-(5-bromo-2-fluorobenzyl)-6-hydroxy-2-azaspiro[3.3]heptane-2-carboxylate